2-(((cis-6-(hydroxymethyl)tetrahydro-2H-pyran-3-yl)thio)methyl)-8-methylquinazolin OC[C@@H]1CC[C@@H](CO1)SCC1=NC2=C(C=CC=C2C=N1)C